rel-(1R,2S,5R)-2-azido-5-phenylmethoxycyclopentan-1-ol N(=[N+]=[N-])[C@@H]1[C@H]([C@@H](CC1)OCC1=CC=CC=C1)O |o1:3,4,5|